CC=1N(C(=CC1)C)C=1C=C(C=CC1)[C@H](CC(=O)[O-])NC(=O)NC=1C(N(C=C(C1[O-])C)C)=O.[Na+].[Na+] Natrium (S)-3-(3-(2,5-Dimethyl-1H-pyrrol-1-yl)phenyl)-3-(3-(1,5-dimethyl-4-oxido-2-oxo-1,2-dihydropyridin-3-yl)ureido)propanoat